BrCC(=O)C=1C=NN(C1)C1CCC1 2-bromo-1-(1-cyclobutyl-1H-pyrazol-4-yl)ethan-1-one